3-chloro-2-(3-(2-(1-(2-((2-methoxypyrimidin-5-yl)oxy)acetyl)piperidin-4-yl)thiazol-4-yl)-4,5-dihydroisoxazol-5-yl)benzonitrile ClC=1C(=C(C#N)C=CC1)C1CC(=NO1)C=1N=C(SC1)C1CCN(CC1)C(COC=1C=NC(=NC1)OC)=O